C1(CC1)NC(C(C(C[C@H]1C(NCC1)=O)NC([C@H](CC(C)(C)C)NC(C[C@H](CC)C1=CC=C(C=C1)F)=O)=O)=O)=O (2S)-N-(4-(cyclopropylamino)-3,4-dioxo-1-((S)-2-oxopyrrolidin-3-yl)butan-2-yl)-2-((S)-3-(4-fluorophenyl)pentanamido)-4,4-dimethylpentanamide